(R)-3-amino-1-(2-((6-amino-9H-purin-9-yl)methyl)-3-ethyl-5-(thiazol-4-yl)phenyl)-N-cyclopropylpyrrolidine-3-carboxamide N[C@]1(CN(CC1)C1=C(C(=CC(=C1)C=1N=CSC1)CC)CN1C2=NC=NC(=C2N=C1)N)C(=O)NC1CC1